γ-(boc-amino)butyric acid C(=O)(OC(C)(C)C)NCCCC(=O)O